N1C=CC2=CC=C(C=C12)CNC1=CN=C2C(=N1)N=C(C=C2)N2CCC1(CN(C1)C)CC2 N-(1H-indol-6-ylmethyl)-6-{2-methyl-2,7-diazaspiro[3.5]nonan-7-yl}pyrido[2,3-b]pyrazin-3-amine